ClC=1C=C(C=C(C1)C1=NC=C(C=N1)C)[C@@H]1COCCN1C(C=C)=O (R)-1-(3-(3-chloro-5-(5-methylpyrimidin-2-yl)phenyl)morpholino)prop-2-en-1-one